2-(2-(pyridin-2-yl)ethyl)-6-(2-(2,2,2-trifluoroethoxy)pyrimidin-5-yl)pyridazin-3(2H)-one N1=C(C=CC=C1)CCN1N=C(C=CC1=O)C=1C=NC(=NC1)OCC(F)(F)F